OC=1C=C2C(=CNC2=CC1)C 5-Hydroxy-3-methyl-1H-indole